2-methylpropan-2-yl {[(7R)-5-[5-nitro-1-(prop-2-yl)benzo[d][1,2,3]triazol-4-yl]-5-azaspiro[2.4]heptan-7-yl]amino}methanoate [N+](=O)([O-])C1=C(C2=C(N(N=N2)C(C)C)C=C1)N1CC2(CC2)[C@H](C1)NC(=O)OC(C)(C)C